2-[3-(4-Fluoro-benzyl)-3H-imidazo[4,5-b]pyridin-2-ylsulfanyl]-N-((R)-2-hydroxy-1-phenyl-ethyl)-acetamide FC1=CC=C(CN2C(=NC=3C2=NC=CC3)SCC(=O)N[C@@H](CO)C3=CC=CC=C3)C=C1